CN(S(=O)(=O)NC1=C(C=CC=C1)O)C 2-[(dimethyl-sulfamoyl)amino]phenol